6-(fluoromethyl)-1,4-oxazepan-6-ol hydrochloride Cl.FCC1(CNCCOC1)O